ammonium naphthalenetrisulfonate C1(=C(C(=CC2=CC=CC=C12)S(=O)(=O)[O-])S(=O)(=O)[O-])S(=O)(=O)[O-].[NH4+].[NH4+].[NH4+]